OC1=C(C(=O)OCCCCCCCCCCCCCCCCCCCCCC)C=CC=C1 behenyl hydroxybenzoate